2',3',7',8'-tetrahydrospiro[cyclohexane-1,6'-indeno[5,6-B][1,4]dioxine]-4-carboxylic acid methyl ester COC(=O)C1CCC2(CCC3=CC=4OCCOC4C=C23)CC1